2-chloro-6-phenyl-imidazopyridine ClC1=NC2=C(C=C(C=N2)C2=CC=CC=C2)N1